NC1=NC=CC=C1C1=NC=2C(=NC(=CC2)C=2N=COC2)N1C1=CC=C(CN2CCC(CC2)NC2=NC(=NC=C2)C#N)C=C1 4-((1-(4-(2-(2-Aminopyridin-3-yl)-5-(oxazol-4-yl)-3H-imidazo[4,5-b]pyridin-3-yl)benzyl)piperidin-4-yl)amino)pyrimidine-2-carbonitrile